tetrapropyl-ammonium hypochlorite Cl[O-].C(CC)[N+](CCC)(CCC)CCC